2,2-bis[3-(3-nitro-benzamido)-4-hydroxyphenyl]hexafluoropropane [N+](=O)([O-])C=1C=C(C(=O)NC=2C=C(C=CC2O)C(C(F)(F)F)(C(F)(F)F)C2=CC(=C(C=C2)O)NC(C2=CC(=CC=C2)[N+](=O)[O-])=O)C=CC1